N1(N=NC=C1)C1=NC2=CC=CC=C2C(=C1)C(C)NC(=O)C=1C=C(C=CC1C)NC(=O)[C@@H]1N(CCCC1)C(=O)OC(C)(C)C tert-butyl (2R)-2-((3-((1-(2-(1H-1,2,3-triazol-1-yl)quinolin-4-yl)ethyl)carbamoyl)-4-methylphenyl)carbamoyl)piperidine-1-carboxylate